FC=1C(=NC=C(C(=O)OC)C1)NC(C)(C)C1=CC=CC=C1 methyl 5-fluoro-6-((2-phenylpropan-2-yl)amino)nicotinate